NC1=NC=C(C(=O)OC)C=C1C(=C)C methyl 6-amino-5-(prop-1-en-2-yl)nicotinate